OCCN1CCN(CC1)CCNC=C1C(CC(C(C1=O)(C)C)C1=CC=CC=C1)=O 2-(((2-(4-(2-hydroxyethyl)piperazin-1-yl)ethyl)amino)methylene)-4,4-dimethyl-5-phenylcyclohexane-1,3-dione